C(#N)C=1C=C2C=NNC2=CC1 5-cyano-1H-indazol